1-(5-(1-((2R,6R)-2,6-dimethylmorpholino)-3-methylimidazo[1,5-a]quinoxalin-8-yl)pyridin-2-yl)-N,N-dimethylpiperidin-4-amine C[C@H]1O[C@@H](CN(C1)C1=NC(=C2N1C1=CC(=CC=C1N=C2)C=2C=CC(=NC2)N2CCC(CC2)N(C)C)C)C